4-amino-1-(3-fluoro-2-methylphenyl)-7-(trifluoromethoxy)quinazolin-2-one NC1=NC(N(C2=CC(=CC=C12)OC(F)(F)F)C1=C(C(=CC=C1)F)C)=O